1-{3-[7-(difluoromethyl)-6-(4,4,5,5-tetramethyl-1,3,2-dioxaborolan-2-yl)-3,4-dihydro-2H-quinolin-1-yl]-1-(oxan-4-yl)-4H,6H,7H-pyrazolo[4,3-c]pyridin-5-yl}ethanone FC(C1=C(C=C2CCCN(C2=C1)C1=NN(C2=C1CN(CC2)C(C)=O)C2CCOCC2)B2OC(C(O2)(C)C)(C)C)F